tert-butyl ((8-(4-(dimethylcarbamoyl)piperazin-1-yl)-3-iodoimidazo[1,2-a]pyridin-6-yl)sulfonyl)(1-methylcyclopropyl)carbamate CN(C(=O)N1CCN(CC1)C=1C=2N(C=C(C1)S(=O)(=O)N(C(OC(C)(C)C)=O)C1(CC1)C)C(=CN2)I)C